tert-butyl 4-(7-fluoro-2H-indazol-5-yl)-3,6-dihydro-2H-pyridine-1-carboxylate FC1=CC(=CC2=CNN=C12)C=1CCN(CC1)C(=O)OC(C)(C)C